C(C)(=O)OC1=CC=CC1=C fulvenyl acetate